O1CCN(CC1)CCCOC1=CC=C(C=C1)NC1=NC=CC(=N1)NC=1C=NC2=CC(=CC=C2C1)C(F)(F)F 2-[p-(3-morpholinopropoxy)phenylamino]-4-[7-(trifluoromethyl)-3-quinolylamino]pyrimidine